(methyl)Methoxytriethylene glycol acrylate C(C=C)(=O)O.CC(COCCOCCO)(OC)O